triaminoethylsulfide NC(CSCC(N)(N)N)(N)N